FC1=C(COC=2C(N(C(=CC2)C)CCN2CCOCC2)=O)C=CC(=C1)F (2,4-difluorobenzyloxy)-6-methyl-1-(2-morpholin-4-ylethyl)pyridin-2(1H)-one